BrN=NC1C(=O)NC(C1)=O bromoazosuccinimide